1-[(6R)-2-[7-[2,4-difluoro-6-(2-methoxyethoxy)phenyl]-4-(4-dimethylphosphorylphenyl)thieno[3,2-c]pyridin-6-yl]-6-methyl-6,7-dihydro-4H-pyrazolo[1,5-a]pyrazin-5-yl]prop-2-en-1-one FC1=C(C(=CC(=C1)F)OCCOC)C=1C2=C(C(=NC1C1=NN3C(CN([C@@H](C3)C)C(C=C)=O)=C1)C1=CC=C(C=C1)P(=O)(C)C)C=CS2